C(C(=C)C)(=O)OCP(O)(O)=O methacryloyloxymethylphosphonic acid